2-((S)-2,2-bis((Z)-hexadec-9-en-1-yl)-1,3-dioxolan-4-yl)-N,N-dimethylethan-1-amine C(CCCCCCC\C=C/CCCCCC)C1(OC[C@@H](O1)CCN(C)C)CCCCCCCC\C=C/CCCCCC